methyl 2-[[6-(1,3-benzothiazol-2-ylamino)-5-methyl-pyridazin-3-yl]-[2-(2,2-dimethyl-1,3-dioxolan-4-yl)ethyl]amino]thiazole-4-carboxylate S1C(=NC2=C1C=CC=C2)NC2=C(C=C(N=N2)N(C=2SC=C(N2)C(=O)OC)CCC2OC(OC2)(C)C)C